adipic acid, dihydrazide sebacate C(CCCCCCCCC(=O)O)(=O)O.C(CCCCC(=O)NN)(=O)NN